tert-butyl 4-[(1S,4R,5R)-5-([5-cyclopropyl-3-[2-fluoro-6-(propan-2-yl)phenyl]-1,2-oxazol-4-yl]methoxy)-3-oxo-2-azabicyclo[2.2.1]heptan-2-yl]benzoate C1(CC1)C1=C(C(=NO1)C1=C(C=CC=C1C(C)C)F)CO[C@H]1[C@@H]2C(N([C@H](C1)C2)C2=CC=C(C(=O)OC(C)(C)C)C=C2)=O